2-(5-bromo-1,3,4-thiadiazol-2-yl)-N-(1-cyano-2-methylcyclopropyl)-4-[4-(2-methylpropanoyl)piperazin-1-yl]indazole-6-sulfonamide BrC1=NN=C(S1)N1N=C2C=C(C=C(C2=C1)N1CCN(CC1)C(C(C)C)=O)S(=O)(=O)NC1(C(C1)C)C#N